4,4,5,5-tetramethyl-2-[4-(trifluoromethyl)-cyclohexen-1-yl]-1,3,2-dioxaborolane CC1(OB(OC1(C)C)C1=CCC(CC1)C(F)(F)F)C